N=1NN=NC1C1CN(CCC1)C(C(C)OC1=CC=C2C(=CC(OC2=C1)=O)C1=C(C=CC=C1)C)=O 7-((1-(3-(2H-tetrazol-5-yl)1-piperidinyl)-1-oxopropan-2-yl)oxy)-4-(o-tolyl)-2H-chromen-2-one